(3S,7aS)-3-((cyclopropylmethoxy)methyl)tetrahydro-1H-pyrrolizin C1(CC1)COC[C@@H]1CCC2=CCCN12